COC=1C=C(C=C2C(CCOC12)(C)C)C=O 8-methoxy-4,4-dimethylchroman-6-carbaldehyde